Cl[Si](O[Si](C(C)C)(C(C)C)Cl)(C(C)C)C(C)C 1,3-Dichloro-1,1,3,3-tetraisopropyldisiloxane